C(CCCCCC\C=C/C\C=C/CCCCC)C(O[Si](OCCCCCCN(CCCCO)C)(C)C)OCCCCCCCC\C=C/C\C=C/CCCCC (25Z,28Z)-15-((8Z,11Z)-heptadeca-8,11-dien-1-yl)-5,13,13-trimethyl-12,14,16-trioxa-5-aza-13-silatetratriaconta-25,28-dien-1-ol